7-(2-methylimidazo[1,2-a]pyridin-6-yl)-2-(piperidin-4-yl)-4H-pyrido[1,2-a]pyrimidin-4-one CC=1N=C2N(C=C(C=C2)C=2C=CC=3N(C(C=C(N3)C3CCNCC3)=O)C2)C1